(R)-1-(5-chloro-3-methylpyridin-2-yl)-4-(3,4-difluorobenzyl)-3-(oxetan-3-yl)piperazine-2,5-dione ClC=1C=C(C(=NC1)N1C([C@H](N(C(C1)=O)CC1=CC(=C(C=C1)F)F)C1COC1)=O)C